(R)-((2-(1H-imidazo[4,5-c]pyridin-1-yl)-6-(3-methylmorpholino)-pyrimidin-4-yl)imino)-dimethyl-λ6-sulfanone N1(C=NC=2C=NC=CC21)C2=NC(=CC(=N2)N=S(=O)(C)C)N2[C@@H](COCC2)C